NC1=C(SC2=NC(=CC=C21)C)C(=O)N[C@@H]2CC=1C=CC(=NC1CC2)N2C[C@@H]([C@H](C2)NC)C(F)F 3-amino-N-[(6S)-2-[(3S,4R)-3-(difluoromethyl)-4-(methylamino)pyrrolidin-1-yl]-5,6,7,8-tetrahydroquinolin-6-yl]-6-methylthieno[2,3-b]pyridine-2-carboxamide